(R)-2-Cyclopropyl-6-[1-(2-difluoromethyl-6-fluoro-phenyl)-piperidin-4-yl]-7-methyl-4-(2-trifluoromethyl-benzyl)-2,4,6,7-tetrahydro-pyrazolo[4,3-d]pyrimidin-5-on C1(CC1)N1N=C2C(N(C(N([C@@H]2C)C2CCN(CC2)C2=C(C=CC=C2F)C(F)F)=O)CC2=C(C=CC=C2)C(F)(F)F)=C1